(S) or (R)-(1,2,3,4,5,6-hexahydrobenzo[b]azepin-3-yl) carbamate C(N)(O[C@H]1CCC2C(NC1)=CC=CC2)=O |o1:3|